COC(=O)C(C1=CC=C(C=C1)C)=O.OC1=C(C=C(C=C1OC)C(=O)N1C=CC=2C1=NC=CC2)OC (4-hydroxy-3,5-dimethoxyphenyl)(1H-pyrrolo[2,3-b]pyridin-1-yl)methanone methyl-4-methylbenzoylformate